2,3-bis(2-furyl)-5,8-dibromoquinoxaline O1C(=CC=C1)C1=NC2=C(C=CC(=C2N=C1C=1OC=CC1)Br)Br